4-((4-fluoro-2-methyl-1H-indol-5-yl) oxy)-7-ethoxyquinolin-6-yl (S)-2-methylmorpholine-4-carboxylate C[C@H]1CN(CCO1)C(=O)OC=1C=C2C(=CC=NC2=CC1OCC)OC=1C(=C2C=C(NC2=CC1)C)F